[N+](=[N-])=CC(CC[C@@H](C(=O)OCC)NC([C@H](C)OC([2H])([2H])[2H])=O)=O ethyl (S)-6-diazo-2-((S)-2-(methoxy-d3)propanamido)-5-oxohexanoate